NC1=NC(=CC=2C1=NN(N2)CC2=NC=CC=C2)C=2C(=C(C#N)C=CC2)F (4-amino-2-(pyridin-2-ylmethyl)-2H-[1,2,3]triazolo[4,5-c]pyridin-6-yl)-2-fluorobenzonitrile